CN1N=CC2=C(C=CC=C12)C1CN(C1)C(=O)N1C[C@@H]2[C@@H](OCC(N2)=O)CC1 (4aR,8aS)-6-(3-(1-Methyl-1H-indazol-4-yl)azetidin-1-carbonyl)hexahydro-2H-pyrido[4,3-b][1,4]oxazin-3(4H)-on